7-(2-chlorophenyl)-3-(4-isoquinolinyl)-1H-pyrido[4,3-d]pyrimidine-2,4-dione ClC1=C(C=CC=C1)C1=CC=2NC(N(C(C2C=N1)=O)C1=CN=CC2=CC=CC=C12)=O